Heptadecyl acrylate C(C=C)(=O)OCCCCCCCCCCCCCCCCC